ClC=1C=C(C=CC1F)NC(N(C1=CC=C(C=C1)OC)CC1=NN=C(N1C1CCCC1)C)=O (3-chloro-4-fluorophenyl)-1-((4-cyclopentyl-5-methyl-4H-1,2,4-triazol-3-yl)methyl)-1-(4-methoxyphenyl)urea